3-(bicyclo[1.1.1]pentan-1-yl)-1-((3,3-difluoro-1-methylcyclobutyl)methyl)-4-(difluoromethyl)-N-(2-(S-methylsulfonimidoyl)pyridin-4-yl)-1H-pyrazole-5-carboxamide C12(CC(C1)C2)C2=NN(C(=C2C(F)F)C(=O)NC2=CC(=NC=C2)S(=O)(=N)C)CC2(CC(C2)(F)F)C